FC(CCCC(=O)N1CC2CCC(C1)N2C2=NC=C(C#N)C=C2)(C2=CC(=NC=C2)OC)F 6-(3-(5,5-difluoro-5-(2-methoxypyridin-4-yl)pentanoyl)-3,8-diazabicyclo[3.2.1]octan-8-yl)nicotinonitrile